4-Hydroxy-3-(N,N-diisopropylaminoethyl)indole OC1=C2C(=CNC2=CC=C1)CCN(C(C)C)C(C)C